2-butyl-4-isopropoxy-3-[6-(tetrahydropyran-4-ylamino)hexyl]imidazo[4,5-d]pyridazin-7-amine, dihydrochloride Cl.Cl.C(CCC)C=1N(C=2C(=C(N=NC2OC(C)C)N)N1)CCCCCCNC1CCOCC1